C1CC12N(CCOC2)C2=CC1=C(C=N2)C(=NN1C1CCOCC1)C=1C(=C(C(=C(C1)C(F)(F)F)F)O)F 3-(6-(7-Oxa-4-azaspiro[2.5]octan-4-yl)-1-(tetrahydro-2H-pyran-4-yl)-1H-pyrazolo[4,3-c]pyridin-3-yl)-2,6-difluoro-5-(trifluoromethyl)phenol